tert-butyl(2-(((5-(bis(4-methoxybenzyl)amino)-3-(1-(m-methylphenyl)piperidin-4-yl)pyrazine-2-yl)methyl)(methyl)amino)ethyl)(methyl)carbamate C(C)(C)(C)OC(N(C)CCN(C)CC1=NC=C(N=C1C1CCN(CC1)C1=CC(=CC=C1)C)N(CC1=CC=C(C=C1)OC)CC1=CC=C(C=C1)OC)=O